C(CCC)NC(O[C@H]1C[C@H](CC1)C1=CC(=NN1)NC(CC1=CC=NO1)=O)=O (1R,3S)-3-{3-[(1,2-oxazol-5-ylacetyl)amino]-1H-pyrazol-5-yl}cyclopentyl butylcarbamate